N1(CCNCC1)C1=NC2=C(OC3=C1C=C(C=C3)C(F)(F)F)C=CC=C2 11-(piperazin-1-yl)-2-(trifluoromethyl)dibenzo[b,f][1,4]oxazepine